trans-ethyl-4-[7-[4-[(tert-butyldimethylsilyl)oxy]cyclohexyl]-2-[(3,3,3-trifluoropropyl)amino]pyrrolo[2,3-d]pyrimidin-5-yl]cyclohexane-1-carboxylate C(C)OC(=O)[C@@H]1CC[C@H](CC1)C1=CN(C=2N=C(N=CC21)NCCC(F)(F)F)C2CCC(CC2)O[Si](C)(C)C(C)(C)C